5-(1-methylpyrazol-4-yl)pyrimidin-2-amine CN1N=CC(=C1)C=1C=NC(=NC1)N